4,7-bis(8-bromonaphthalen-1-yl)benzo[c][1,2,5]thiadiazole dibromide [Br-].[Br-].BrC=1C=CC=C2C=CC=C(C12)C1=CC=C(C2=NSN=C21)C2=CC=CC1=CC=CC(=C21)Br